(6-Chloro-1-(4-(morpholinomethyl)phenyl)-5,5-dioxido-1,4-dihydrothiochromeno[4,3-c]pyrazol-3-yl)(4-oxa-7-azaspiro[2.5]oct-7-yl)methanone ClC1=CC=CC2=C1S(CC1=C2N(N=C1C(=O)N1CCOC2(CC2)C1)C1=CC=C(C=C1)CN1CCOCC1)(=O)=O